2-methyl-4-(5-(trifluoromethyl)-5-(3,5-bis(trifluoromethyl)phenyl)-4,5-dihydroisoxazol-3-yl)benzoic acid CC1=C(C(=O)O)C=CC(=C1)C1=NOC(C1)(C1=CC(=CC(=C1)C(F)(F)F)C(F)(F)F)C(F)(F)F